ClC1=C(C=NC2=CC=C(C=C12)OC)CC1N(CCCC1)CC1=CC=C(C=C1)OC 4-chloro-6-methoxy-3-((1-(4-methoxybenzyl)piperidine-2-yl)methyl)quinoline